FC=1C(=C2C(=NN(C2=CC1)C1OCCCC1)C)[N+](=O)[O-] 5-fluoro-3-methyl-4-nitro-1-tetrahydropyran-2-yl-indazole